2-formyl-8-methyl-5,6-dihydroimidazo[1,2-a]pyrazine-7(8H)-carboxylic acid tert-butyl ester C(C)(C)(C)OC(=O)N1C(C=2N(CC1)C=C(N2)C=O)C